N1(CCC=2C=NC=CC21)C2=CN=C(N=N2)N2CCC1(CC2)[C@@H](C2=CC=CC=C2C1)N (S)-1'-(6-(2,3-dihydro-1H-pyrrolo[3,2-c]pyridin-1-yl)-1,2,4-triazin-3-yl)-1,3-dihydrospiro[inden-2,4'-piperidin]-1-amine